COC1=C(C=CC=C1)S(=O)(=O)N(CC[Si](C)(C)C)C1=NOC2=C1CC1(C3=CC=C(C=C32)CC=3N=COC3)CC1 2-methoxy-N-[8'-(1,3-oxazol-4-ylmethyl)-4'H-spiro[cyclopropane-1,5'-naphtho[2,1-d][1,2]oxazol]-3'-yl]-N-[2-(trimethylsilyl)ethyl]benzenesulfonamide